(R)-2-amino-2-(2-hydroxyphenyl)acetic acid N[C@@H](C(=O)O)C1=C(C=CC=C1)O